OC(CC(C(=O)O)CCCCCC\C=C/CCCCCCCC)CO 2,3-dihydroxypropyl-(Z)-octadec-9-enoic acid